1-ethyl-N-(3-(4-methylpiperazin-1-yl)propyl)-2-oxo-1,2-dihydrobenzo[cd]indole-6-sulfonamide C(C)N1C(C2=C3C(C(=CC=C13)S(=O)(=O)NCCCN1CCN(CC1)C)=CC=C2)=O